1-((3-fluoro-4-methoxyphenyl)sulfonyl)-1,2,3,4-tetrahydro-5H-benzo[b]azepine FC=1C=C(C=CC1OC)S(=O)(=O)N1C2=C(CCCC1)C=CC=C2